C1(CCC2=CC=CC=C12)N1N=CC(=C1)[N+](=O)[O-] 1-(2,3-dihydro-1H-inden-1-yl)-4-nitro-1H-pyrazole